COC1=CC=2[C@@]34C([C@H](CC2C=C1NC(=O)C1CCC1)N(CC4)C)CCCC3 N-[(1S,9S)-4-methoxy-17-methyl-17-azatetracyclo[7.5.3.01,10.02,7]heptadeca-2(7),3,5-trien-5-yl]cyclobutanecarboxamide